1-(4-((4-((4-((2-(cyclobutyl(methyl)amino)pyridin-4-yl)oxy)-2-fluorophenyl)amino)-7-methoxyquinazolin-6-yl)amino)piperidin-1-yl)prop-2-en-1-one C1(CCC1)N(C1=NC=CC(=C1)OC1=CC(=C(C=C1)NC1=NC=NC2=CC(=C(C=C12)NC1CCN(CC1)C(C=C)=O)OC)F)C